(S)-tert-butyl 3-(2-((((9H-fluoren-9-yl)methoxy)carbonyl)amino)-3-(tert-butoxy)-3-oxopropyl)-2-methyl-1H-indole-1-carboxylate C1=CC=CC=2C3=CC=CC=C3C(C12)COC(=O)N[C@@H](CC1=C(N(C2=CC=CC=C12)C(=O)OC(C)(C)C)C)C(=O)OC(C)(C)C